2-(4-chloro-1-isopropyl-1H-pyrazol-5-yl)-4-(4-(1-ethyl-4-(trifluoromethyl)-1H-imidazol-2-yl)-3-fluorophenoxy)-4,5,6,7-tetrahydropyrazolo[1,5-a]pyridine ClC=1C=NN(C1C1=NN2C(C(CCC2)OC2=CC(=C(C=C2)C=2N(C=C(N2)C(F)(F)F)CC)F)=C1)C(C)C